FC(C1=NC=CC(=C1)N1CC(C1)CC(=O)N1CC=2N=C(C=3CC(CCC3C2C1)(C)C)C)(F)F 2-[1-(2-Trifluoromethyl-pyridin-4-yl)-azetidin-3-yl]-1-(5,7,7-trimethyl-1,3,6,7,8,9-hexahydro-pyrrolo[3,4-c]isoquinolin-2-yl)-ethanone